2-fluoro-6-(Methyl pyrimidin-2-yl)benzoate FC1=C(C(=O)[O-])C(=CC=C1)C1=NC=CC(=N1)C